ClC1=CC=C(C=C1)C(C)N=C=O 1-(4-chlorophenyl)ethyl isocyanate